[N+](=O)([O-])C1=C(OCC2=CC=C(C=C2)CO)C=CC=C1 (4-((2-nitrophenoxy)methyl)phenyl)methanol